C(C)(C)(C)OC(=O)N[C@@H]1[C@H](OCCC1)C1=C(C2=NC(=CC(=C2S1)N(C(OC(C)(C)C)=O)CC1=C(C=CC=C1)F)Cl)Cl tert-butyl N-[2-[(2S,3S)-3-(tert-butoxycarbonylamino)tetrahydropyran-2-yl]-3,5-dichloro-thieno[3,2-b]pyridin-7-yl]-N-[(2-fluorophenyl)methyl]carbamate